Tetradecyl chloroformate ClC(=O)OCCCCCCCCCCCCCC